(R)-N-(3-(1-((2-amino-5-chloropyridin-3-yl)oxy)ethyl)-phenyl)-3-(cyclopentylsulfonyl)benzamide NC1=NC=C(C=C1O[C@H](C)C=1C=C(C=CC1)NC(C1=CC(=CC=C1)S(=O)(=O)C1CCCC1)=O)Cl